3-(5-(1-cyclopropyl-3,3-difluoro-piperidin-4-yloxy)pyridin-2-yl)-N-(3-methoxypyridin-2-yl)-1,2,4-thiadiazol-5-amine C1(CC1)N1CC(C(CC1)OC=1C=CC(=NC1)C1=NSC(=N1)NC1=NC=CC=C1OC)(F)F